P(=O)(O)(O)P phosphono(phosphine)